1-(4-((trimethylsilyl)ethynyl)phenyl)dihydropyrimidine-2,4(1H,3H)-dione C[Si](C)(C)C#CC1=CC=C(C=C1)N1C(NC(CC1)=O)=O